C(C)(C)(C)OC([C@H](CCCCNCC1=CC=C(C=C1)[Sn](CCCC)(CCCC)CCCC)NC(=O)N[C@@H](CCC(=O)OC(C)(C)C)C(=O)OC(C)(C)C)=O Di-tert-butyl (((S)-1-(tert-butoxy)-1-oxo-6-((4-(tributylstannyl) benzyl)amino)hexan-2-yl)carbamoyl)-L-glutamate